(R)-(-)-1-(3-fluorophenyl)ethanamine FC=1C=C(C=CC1)[C@@H](C)N